R and S-alaninol N[C@H](C)CO |r|